5-methoxy-cytidine COC=1C(=NC(N([C@H]2[C@H](O)[C@H](O)[C@@H](CO)O2)C1)=O)N